ammonium diethoxide [O-]CC.[O-]CC.[NH4+].[NH4+]